NC=1SC(=C(N1)C1=CC(=C(C=C1)N(C(=O)C1CC1)C)F)C N-[4-(2-amino-5-methyl-1,3-thiazol-4-yl)-2-fluorophenyl]-N-methyl-cyclopropanecarboxamide